4-cyano-4-(phenylcarbonothioylthio)pentanoate C(#N)C(CCC(=O)[O-])(C)SC(=S)C1=CC=CC=C1